(3-(1H-pyrazol-5-yl)phenyl)(6-fluoro-5-isopropylpyridin-2-yl)methanaminium chloride [Cl-].N1N=CC=C1C=1C=C(C=CC1)C([NH3+])C1=NC(=C(C=C1)C(C)C)F